O1C(COC12CCCCC2)CS(=O)(=O)NC21CC(C2)(C1)C1=C(C(N=C(N1)C=1SC=CN1)C1=C(C=C(C=C1)F)Cl)C(=O)OC methyl 6-(3-(1,4-dioxaspiro[4.5]decan-2-ylmethylsulfonamido)bicyclo[1.1.1]pentan-1-yl)-4-(2-chloro-4-fluorophenyl)-2-(thiazol-2-yl)-1,4-dihydropyrimidine-5-carboxylate